(2-(3-(3-bromo-2,5-dioxo-2,5-dihydro-1H-pyrrol-1-yl)propionylamino)ethyl)carbamic acid tert-butyl ester C(C)(C)(C)OC(NCCNC(CCN1C(C(=CC1=O)Br)=O)=O)=O